2,7-diazaspiro[3.5]-nonane-2-carboxylic acid tert-butyl ester C(C)(C)(C)OC(=O)N1CC2(C1)CCNCC2